(1H-pyrazol-3-yl)pyrimidine-2,4-diamine N1N=C(C=C1)C=1C(=NC(=NC1)N)N